oxacyclopentane-3-carbaldehyde O1CC(CC1)C=O